BrC\C(\C)=C/CCC(C)CCO bromocitronellol